BrC1=CC=C2C3=C(NC2=C1)N=CN=C3Cl 7-bromo-4-chloro-9H-pyrimido[4,5-b]indole